N-(5-{16-[4-(1-cyano-1-methylethyl)phenyl]-8,11,13,14,16-pentaazatetracyclo[8.6.0.02,7.011,15]-hexadec-1(10),2,4,6,8,12,14-heptaen-4-yl}pyridin-2-yl)-2-(cyclopentylamino)acetamide C(#N)C(C)(C)C1=CC=C(C=C1)N1C2=NN=CN2C=2C=NC3=CC=C(C=C3C12)C=1C=CC(=NC1)NC(CNC1CCCC1)=O